Tert-butyl dodec-11-yn-1-ylcarbamate C(CCCCCCCCCC#C)NC(OC(C)(C)C)=O